6'-methoxy-2,3'-bipyridine COC1=CC=C(C=N1)C1=NC=CC=C1